The molecule is a N-acylsphinganine-1-phosphocholine in which the acyl group specified is tricosanoyl. It has a role as a mouse metabolite. It derives from a tricosanoic acid. CCCCCCCCCCCCCCCCCCCCCCC(=O)N[C@@H](COP(=O)([O-])OCC[N+](C)(C)C)[C@@H](CCCCCCCCCCCCCCC)O